N-[4-bromo-3-[(2-chloro-5-fluorophenyl)(hydroxy)methyl]-6-fluoro-2-naphthyl]-4-methylbenzenesulfonamide BrC1=C(C(=CC2=CC=C(C=C12)F)NS(=O)(=O)C1=CC=C(C=C1)C)C(O)C1=C(C=CC(=C1)F)Cl